COC=1C=C(C=CC1)[C@@H]1CC[C@H]2OC3(C(N21)=O)CCN(CC3)C3=CC(=NC=N3)C#N 6-[(5'S,7a'R)-5'-(3-methoxyphenyl)-3'-oxotetrahydro-1H,3'H-spiro[piperidine-4,2'-pyrrolo[2,1-b][1,3]oxazol]-1-yl]pyrimidine-4-carbonitrile